3,3',3''-((nitrilotris(methylene))tris(quinazoline-8,2-diyl))tris(2-(pyrrolidin-3-yl)propanoic acid) N(CC=1C=CC=C2C=NC(=NC12)CC(C(=O)O)C1CNCC1)(CC=1C=CC=C2C=NC(=NC12)CC(C(=O)O)C1CNCC1)CC=1C=CC=C2C=NC(=NC12)CC(C(=O)O)C1CNCC1